(R)-3-methyl-5-(4-((3-(4-methyl-1-oxo-1,3-dihydroisobenzofuran-5-yl)piperazin-1-yl)methyl)-1H-pyrazol-1-yl)benzo[d]oxazol-2(3H)-one CN1C(OC2=C1C=C(C=C2)N2N=CC(=C2)CN2C[C@H](NCC2)C=2C(=C1COC(C1=CC2)=O)C)=O